3-nitro-5-(trifluoromethyl)benzoyl chloride [N+](=O)([O-])C=1C=C(C(=O)Cl)C=C(C1)C(F)(F)F